O([C@H]1[C@H](O)[C@@H](O)[C@@H](O)[C@H](O1)CO)[C@H]1[C@H](O)[C@@H](O)[C@H](O)[C@H](O1)CO O-beta-D-glucopyranosyl-(1→2) beta-D-galactopyranoside